1,2-nonylene oxide C1C(CCCCCCC)O1